C(CC)(=O)OCCCCCC hexanyl propanoate